caesium acetamide C(C)(=O)N.[Cs]